N-PHENYL-PYRIDIN-2-CARBOXAMID C1(=CC=CC=C1)NC(=O)C1=NC=CC=C1